FC=1C=NC=CC1C1=C(N=C(N=N1)NC(=O)NCCN1CCOCC1)C=1C=NC=CC1 1-[6-(3-fluoro-4-pyridinyl)-5-(3-pyridinyl)-1,2,4-triazin-3-yl]-3-(2-morpholinoethyl)urea